ClC1=CC=C2C(=CNC2=C1F)S(=O)(=O)NC1=NC=C(C(=N1)OC)CCC#N 6-chloro-N-[5-(2-cyanoethyl)-4-methoxy-pyrimidin-2-yl]-7-fluoro-1H-indole-3-sulfonamide